COC(=O)C1=CC=NC2=CC=C(C=C12)OC(CF)CF 6-((1,3-difluoropropan-2-yl)oxy)quinoline-4-carboxylic acid methyl ester